6-bromo-3-(3,3-difluorobutyl)-3-methylisobenzofuran BrC1=CC=C2C(OCC2=C1)(C)CCC(C)(F)F